cyclohexylmethyl (2-nitro-5-(thiophen-2-yl)phenyl)carbamate [N+](=O)([O-])C1=C(C=C(C=C1)C=1SC=CC1)NC(OCC1CCCCC1)=O